1-nonyl-2-methylbenzimidazole C(CCCCCCCC)N1C(=NC2=C1C=CC=C2)C